S=C[C@@H](O)[C@@H](O)[C@H](O)[C@H](O)CO Thiomannose